5-[3-({(1S)-1-[(1S,3R)-3-aminocyclohexyl]ethyl}amino)-4-(trifluoromethyl)phenyl]-1,3,4-oxadiazol-2(3H)-one N[C@H]1C[C@H](CCC1)[C@H](C)NC=1C=C(C=CC1C(F)(F)F)C1=NNC(O1)=O